ClC1=C2CCC=CC2=CC=C1F 5-chloro-6-fluoro-3,4-dihydronaphthalene